8-(2,2-difluorocyclopropyl)-N-(4-methoxybenzyl)-2-(piperazin-1-yl)pyrazolo[1,5-a][1,3,5]triazin-4-amine FC1(C(C1)C=1C=NN2C1N=C(N=C2NCC2=CC=C(C=C2)OC)N2CCNCC2)F